N-[5-[(2-amino-3-fluoro-4-pyridinyl)methyl]-4-methyl-3-pyridinyl]-7-fluoro-2,3-dihydro-[1,4]dioxino[2,3-b]pyridin-6-amine NC1=NC=CC(=C1F)CC=1C(=C(C=NC1)NC1=C(C=C2C(=N1)OCCO2)F)C